3-Nitrophenyl 3-(N-(2-oxo-2-((2-(phenylthio)phenyl)amino)ethyl)methylsulfonamido)benzoate O=C(CN(S(=O)(=O)C)C=1C=C(C(=O)OC2=CC(=CC=C2)[N+](=O)[O-])C=CC1)NC1=C(C=CC=C1)SC1=CC=CC=C1